N-(3,4-dihydro-2H-1,4-benzoxazin-7-yl)benzamide O1CCNC2=C1C=C(C=C2)NC(C2=CC=CC=C2)=O